tert-butyl 4-[1-(2,6-dioxo-3-piperidyl)-5-methoxy-3-methyl-2-oxo-benzimidazol-4-yl]-3,6-dihydro-2H-pyridine-1-carboxylate O=C1NC(CCC1N1C(N(C2=C1C=CC(=C2C=2CCN(CC2)C(=O)OC(C)(C)C)OC)C)=O)=O